ICC\C=C\CCCCCCCCCC(OCCCC)OCCCC (3E)-1-iodo-14,14-dibutoxy-3-tetradecene